3-(pyridin-3-yl)-1H-1,2,4-triazole-3,5-diamine N1=CC(=CC=C1)C1(NNC(=N1)N)N